FC1(OC2=C(O1)C=CC(=C2)C2(CC2)C(=O)NC2=CC=C(C=C2)C=2N=C(SC2)NC(=O)C2CCCC2)F N-(4-(4-(1-(2,2-difluorobenzo[d][1,3]dioxol-5-yl)cyclopropane-1-carboxamido)phenyl)thiazol-2-yl)cyclopentanecarboxamide